[Na].C1(=CC=CC=C1)C1=C(C(=C(O)C(=C1)C1=CC=CC=C1)N=NC1=C(O)C=CC=C1O)O 4,6-diphenyl-azoresorcinol sodium